(R)-(4-chloro-2-(2-methoxy-7-methylquinoxalin-5-yl)-7,8-dihydro-[1,4]dioxino[2',3':3,4]benzo[1,2-d]thiazol-7-yl)methyl (6-(3-methyl-1H-1,2,4-triazol-1-yl)pyridin-3-yl)carbamate CC1=NN(C=N1)C1=CC=C(C=N1)NC(OC[C@@H]1OC2=C(C3=C(N=C(S3)C3=C4N=CC(=NC4=CC(=C3)C)OC)C(=C2)Cl)OC1)=O